ClC=1C=C(C=CC1C(F)(F)F)N1CC2=CC=C(C=C2CC1)OC N-(3-Chloro-4-(trifluoromethyl)phenyl)-6-methoxy-3,4-dihydroisoquinoline